(8E,10E,12Z)-octadec-8,10,12-trienoic acid C(CCCCCC\C=C\C=C\C=C/CCCCC)(=O)O